6-[8-fluoro-2-(4-piperidyl)imidazo[1,2-a]pyridin-6-yl]-2,8-dimethyl-imidazo[1,2-b]pyridazine FC=1C=2N(C=C(C1)C=1C=C(C=3N(N1)C=C(N3)C)C)C=C(N2)C2CCNCC2